4-(6-(6-((1,5-dimethyl-1H-imidazol-2-yl)methyl)-3,6-diazabicyclo[3.1.1]heptan-3-yl)pyridin-3-yl)-6-(2-hydroxy-2-methylpropoxy)pyrazolo[1,5-a]pyridine-3-carbonitrile CN1C(=NC=C1C)CN1C2CN(CC1C2)C2=CC=C(C=N2)C=2C=1N(C=C(C2)OCC(C)(C)O)N=CC1C#N